BrC=1C=CC=2C3=CC(NC3=CC1C2)=O 6-bromo-2-oxobenzo[ed]indol